FC=1C=C(C#N)C=CC1COC1=NC(=CC=C1)N1C[C@@H](NCC1)COC (R)-3-Fluoro-4-(((6-(3-(methoxymethyl)piperazin-1-yl)pyridin-2-yl)oxy)methyl)benzonitrile